1-(((S)-1-((R)-3-cyclohexyl-2-methylpropanoyl)-4-hydroxy-3,3-dimethylpiperidin-4-yl)methyl)-5-((S)-2-(hydroxymethyl)piperazine-1-carbonyl)-4-phenylpyridin-2(1H)-one C1(CCCCC1)C[C@H](C(=O)N1CC([C@](CC1)(O)CN1C(C=C(C(=C1)C(=O)N1[C@@H](CNCC1)CO)C1=CC=CC=C1)=O)(C)C)C